COC(C(CCSSCCC(C(=O)OC)N)N)=O.NC(C(=O)OC)CCS(=O)(=O)Cl methyl 2-amino-4-(chlorosulfonyl)butanoate Dimethyl-4,4'-disulfanediylbis(2-aminobutanoate)